(3S,4S)-4-(4-(6-((2R,4S)-4-fluoro-2-(5-fluoro-2-methoxyphenyl)pyrrolidin-1-yl)imidazo[1,2-b]pyridazin-3-yl)-1H-1,2,3-triazol-1-yl)pyrrolidin F[C@H]1C[C@@H](N(C1)C=1C=CC=2N(N1)C(=CN2)C=2N=NN(C2)[C@H]2CCNC2)C2=C(C=CC(=C2)F)OC